N-Hydroxy-3-methyl-5-(3-phenylpropylamino)benzofuran-2-carboxamide ONC(=O)C=1OC2=C(C1C)C=C(C=C2)NCCCC2=CC=CC=C2